OC1=C(C=O)C=CC(=C1)N1[C@H](CNCC1)C (S)-2-hydroxy-4-(2-methylpiperazin-1-yl)benzaldehyde